CN1N=NC(=C1C=1C=C2C(=NC1)C1=C(N2C(C2CCOCC2)C2=NC=CC=C2C)C(=NN1C)C(=O)[O-])C 6-(1,4-dimethyl-1H-1,2,3-triazol-5-yl)-1-methyl-4-((3-methylpyridin-2-yl) (tetrahydro-2H-pyran-4-yl) methyl)-1,4-dihydropyrazolo[3',4':4,5]pyrrolo[3,2-b]pyridine-3-carboxylate